N-[[4-[1-(2,6-dioxo-3-piperidyl)-3-methyl-2-oxo-benzimidazol-5-yl]cyclohexyl]methyl]-5-fluoro-7-hydroxy-6-(1,1,4-trioxo-1,2,5-thiadiazolidin-2-yl)naphthalene-2-carboxamide O=C1NC(CCC1N1C(N(C2=C1C=CC(=C2)C2CCC(CC2)CNC(=O)C2=CC1=CC(=C(C(=C1C=C2)F)N2S(NC(C2)=O)(=O)=O)O)C)=O)=O